tert-butyl N-[1-[(7-fluoro-2-formyl-2,3-dihydro-1H-inden-5-yl)oxy]propan-2-yl]carbamate FC=1C=C(C=C2CC(CC12)C=O)OCC(C)NC(OC(C)(C)C)=O